2-((5-methyl-4-oxo-7-(4,4,5,5-tetramethyl-1,3,2-dioxaborolan-2-yl)-3,4-dihydrophthalazin-1-yl)methyl)isoindoline-1,3-dione CC1=C2C(NN=C(C2=CC(=C1)B1OC(C(O1)(C)C)(C)C)CN1C(C2=CC=CC=C2C1=O)=O)=O